(R)-4-chloro-2-(2-hydroxyethyl)-5-(3-((2-(1,3,5-trimethyl-1H-pyrazol-4-yl)pyridin-4-yl)oxy)pyrrolidin-1-yl)pyridazin-3(2H)-one ClC=1C(N(N=CC1N1C[C@@H](CC1)OC1=CC(=NC=C1)C=1C(=NN(C1C)C)C)CCO)=O